1-(isoxazol-5-ylmethyl)-1H-benzo[d]imidazole-6-carboxylic acid O1N=CC=C1CN1C=NC2=C1C=C(C=C2)C(=O)O